((3-((4-butylphenyl)difluoromethyl)-1,2,4-oxadiazol-5-yl)methyl)acrylic acid C(CCC)C1=CC=C(C=C1)C(C1=NOC(=N1)CC(C(=O)O)=C)(F)F